NC1=C(C=C(C=N1)NC(C(=O)N1[C@@H](C[C@@H]([C@H](C1)C)C)C1=CC=CC=C1)=O)C N-(6-amino-5-methyl-3-pyridyl)-2-[(2S,4S,5R)-4,5-dimethyl-2-phenyl-1-piperidyl]-2-oxo-acetamide